BrC1=C(C=CC=C1)C1=C(C(=C(C(=C1F)C#N)F)C#N)F bromo-2,4,6-trifluoro-[1,1'-biphenyl]-3,5-dicarbonitrile